[NH4+].C1(=CC=CC(=C1O)S(=O)(=O)[O-])C cresol-6-sulfonic acid ammonium salt